FC(C1=NN=C(O1)C=1C=CC(=NC1)CN(S(=O)(=O)CC)C1=CC(=C(C=C1)F)C)F N-((5-(5-(difluoromethyl)-1,3,4-oxadiazol-2-yl)pyridin-2-yl)methyl)-N-(4-fluoro-3-methylphenyl)ethanesulfonamide